5-Amino-1-isopropyl-3-[6-[2-[[5-(1,1-dimethylpropyl)isoxazol-3-yl]amino]-1-methyl-2-oxoethyl]-3-pyridyl]pyrazole-4-carboxamide NC1=C(C(=NN1C(C)C)C=1C=NC(=CC1)C(C(=O)NC1=NOC(=C1)C(CC)(C)C)C)C(=O)N